(2S)-2-(4-fluorophenyl)-2-methoxy-N-[5-[[(3R)-1-(5-methylpyridazin-3-yl)pyrrolidin-3-yl]amino]-1,3,4-thiadiazol-2-yl]acetamide FC1=CC=C(C=C1)[C@@H](C(=O)NC=1SC(=NN1)N[C@H]1CN(CC1)C=1N=NC=C(C1)C)OC